C1(CCC1)N1N=CC(=C1)NC(C1=CC(=C(C=C1)C)C#CC=1C=NC=CC1)=O N-(1-cyclobutyl-1H-pyrazol-4-yl)-4-methyl-3-[2-(pyridin-3-yl)ethynyl]benzamide